FC1=C(C(=O)N)C=CC(=C1)C1=C(C=C(C(=C1)NC(C1=C(C=C(C=C1)F)C(F)(F)F)=O)N1C[C@H](N(CC1)C)C)F |r| 2-fluoro-4-[2-fluoro-5-[[4-fluoro-2-(trifluoromethyl)benzoyl]amino]-4-[rac-(3R)-3,4-dimethylpiperazin-1-yl]phenyl]benzamide